C1(CC1)NC(C([C@H](C[C@H]1C(N[C@@H](C1)C)=O)NC(C1=C(C=CC(=C1)OC(F)F)NC(C1=CC(=CC=C1)C(F)(F)F)=O)=O)=O)=O N-[(1S)-3-(cyclopropylamino)-1-[[(3S,5R)-5-methyl-2-oxo-pyrrolidin-3-yl]methyl]-2,3-dioxo-propyl]-5-(difluoromethoxy)-2-[[3-(trifluoromethyl)benzoyl]amino]benzamide